O1C(OCCCCOC(OCCCC1)=O)=O 1,3,8,10-tetraoxacyclotetradecane-2,9-dione